trans-1-ethyl-2-propylcyclohex-4-en-1,2-dicarboxylate C(C)[C@@]1([C@@](CC=CC1)(C(=O)[O-])CCC)C(=O)[O-]